5-(2-fluorophenyl)-N-((S)-4-methyl-1-oxo-1-(((S)-1-oxo-3-((S)-2-oxopiperidin-3-yl)propan-2-yl)amino)pentan-2-yl)isoxazole-3-carboxamide FC1=C(C=CC=C1)C1=CC(=NO1)C(=O)N[C@H](C(N[C@H](C=O)C[C@H]1C(NCCC1)=O)=O)CC(C)C